(2H-triazol-4-yl)pyrimidin-2-amine N=1NN=C(C1)C1=NC(=NC=C1)N